C1(CC1)C=1C(=C2C=NNC2=CC1C)C1=C(C=2N=C(N=C(C2C=N1)N1CC2(CC(C2)O)CCC1)OC[C@]12CCCN2C[C@@H](C1)F)F (2S,4S)-6-(7-(5-cyclopropyl-6-methyl-1H-indazol-4-yl)-8-fluoro-2-(((2R,7aS)-2-fluorotetrahydro-1H-pyrrolizin-7a(5H)-yl)methoxy)pyrido[4,3-d]pyrimidin-4-yl)-6-azaspiro[3.5]nonan-2-ol